5-(5-(4-((1-methylpiperidin-4-yl)amino)benzoylamino)-1H-pyrazol-3-yl)thiophene-2-carboxamide CN1CCC(CC1)NC1=CC=C(C(=O)NC2=CC(=NN2)C2=CC=C(S2)C(=O)N)C=C1